3-((R)-3-(1-(3-((R)-1-(2,4-dichlorophenyl)ethyl)-7-methyl-3H-[1,2,3]triazolo[4,5-d]pyrimidin-5-yl)azetidin-3-yl)piperidin-1-yl)propanoic acid ClC1=C(C=CC(=C1)Cl)[C@@H](C)N1N=NC2=C1N=C(N=C2C)N2CC(C2)[C@@H]2CN(CCC2)CCC(=O)O